[Na+].S(=O)(=O)([O-])C1=CC=C(C(=O)[O-])C=C1.[Na+] p-sulfobenzoic acid, sodium salt